C(CCCCCCCC)NC(OCCCCCCCCCCC)=O undecyl N-nonylcarbamate